(3,5-dimethoxyphenyl)propan-1-one COC=1C=C(C=C(C1)OC)C(CC)=O